ClC=1C(N(C(=CC1OCC1=NC=C(C=C1F)F)C)C1=CC(=NC=C1C)C1=CC=C2C(=N1)[C@@](CC2)(C)O)=O (R)-3-chloro-4-((3,5-difluoropyridin-2-yl)methoxy)-2'-((S)-7-hydroxy-7-methyl-6,7-dihydro-5H-cyclopenta[b]pyridin-2-yl)-5',6-dimethyl-2H-[1,4'-bipyridin]-2-one